2-indanyl-glycine C1(CCC2=CC=CC=C12)C(N)C(=O)O